3-((4-(1-methyl-1H-indol-3-yl)pyrimidin-2-yl)amino)benzoic acid CN1C=C(C2=CC=CC=C12)C1=NC(=NC=C1)NC=1C=C(C(=O)O)C=CC1